OC1=C(C=CC=C1C)C(CCCCCCCCCCC)C1=CC(=C(C=C1)O)C 1-(2-hydroxy-3-methyl-phenyl)-1-(3-methyl-4-hydroxyphenyl)dodecane